CC1=CC=NC(=C1)OC1=CC=CC=C1 4-methyl-6-phenoxypyridin